5-formyl-4-methyl-1-[(4-methyl-5-oxomorpholin-2-yl)methyl]-1H-indole-2-carbonitrile C(=O)C=1C(=C2C=C(N(C2=CC1)CC1CN(C(CO1)=O)C)C#N)C